(S)-1-(3,4-dichlorophenyl)-5-(5-(3,5-dimethylisoxazol-4-yl)-1-(trans-(1r,3r)-3-methoxycyclopentyl)-1H-benzo[d]imidazol-2-yl)pyrrolidin-2-one ClC=1C=C(C=CC1Cl)N1C(CC[C@H]1C1=NC2=C(N1[C@H]1C[C@@H](CC1)OC)C=CC(=C2)C=2C(=NOC2C)C)=O